F\C(=C/CN)\CS(=O)(=O)C1=CC(=CC=C1)F (Z)-3-fluoro-4-(3-fluorophenylsulfonyl)but-2-en-1-amine